N-(1H-indol-3-yl)-5-methyl-6-phenyl-3,4-dihydroisoquinoline-2(1H)-carboxamide N1C=C(C2=CC=CC=C12)NC(=O)N1CC2=CC=C(C(=C2CC1)C)C1=CC=CC=C1